C(C)(C)(C)OC(NC1C2CN(CC12)C1=NC(=CC(=N1)C#N)C)=O (3-(4-Cyano-6-methylpyrimidin-2-yl)-3-azabicyclo[3.1.0]hex-6-yl)carbamic acid tert-butyl ester